4-(N-(3-(tert-butyl)benzyl)-2-(N-(2,4,6-trifluorobenzyl)-(2,3,4,5,6-pentafluoro-phenyl)sulfonamido)acetamido)-3-methoxybenzoic acid C(C)(C)(C)C=1C=C(CN(C(CN(S(=O)(=O)C2=C(C(=C(C(=C2F)F)F)F)F)CC2=C(C=C(C=C2F)F)F)=O)C2=C(C=C(C(=O)O)C=C2)OC)C=CC1